6-(4-((6-methoxypyridin-3-yl)methyl)-2-oxopiperazin-1-yl)pyridin COC1=CC=C(C=N1)CN1CC(N(CC1)C1=CC=CC=N1)=O